water sodium hypochlorite Cl[O-].[Na+].O